4-cyano-3-(2-(dimethylamino)ethoxy)benzoic acid C(#N)C1=C(C=C(C(=O)O)C=C1)OCCN(C)C